1-(9-(4-amino-5-(5-fluoropyridin-3-yl)-7-methyl-7H-pyrrolo-[2,3-d]pyrimidin-6-yl)-3-azaspiro[5.5]undec-8-en-3-yl)prop-2-en-1-one NC=1C2=C(N=CN1)N(C(=C2C=2C=NC=C(C2)F)C2=CCC1(CCN(CC1)C(C=C)=O)CC2)C